3-(4-ethylphenyl)-2,2-dimethylpropanenitrile C(C)C1=CC=C(C=C1)CC(C#N)(C)C